C1(CC1)N1C=C(C(C2=CC(=C(C=C12)N1CCN(CC1)C1C(N(C(C1)=O)C1=CC(=CC(=C1)Cl)Cl)=O)F)=O)C(=O)O 1-cyclopropyl-7-[4-[1-(3,5-dichlorophenyl)-2,5-dioxopyrrolidin-3-yl]piperazin-1-yl]-6-fluoro-4-oxoquinoline-3-carboxylic acid